O=C1CC(CN1CC1=C(C=CC=C1)C(F)(F)F)N1C(C2=CC=CC=C2C1=O)=O 2-(5-oxo-1-(2-(trifluoromethyl)benzyl)pyrrolidin-3-yl)isoindoline-1,3-dione